3-(3-(5-methyl-2-(4,4,4-trifluorobutoxy)phenyl)-4-oxothiazolidin-2-ylidene)urea CC=1C=CC(=C(C1)N1C(SCC1=O)=NC(N)=O)OCCCC(F)(F)F